NC1CCC(CC1)NC1=NC(=NC=C1C(F)(F)F)NC1=CC=C2CCN(CC2=C1)C(C(C)(C)O)=O 1-(7-((4-(((1S,4S)-4-aminocyclohexyl)amino)-5-(trifluoromethyl)pyrimidin-2-yl)amino)-3,4-dihydroisoquinolin-2(1H)-yl)-2-hydroxy-2-methylpropan-1-one